C1(CC1)C1=NC=NC(=C1C1=NC(=CC(=N1)C(=O)OC)SC)OC(F)F methyl 2-[4-cyclopropyl-6-(difluoromethoxy)pyrimidin-5-yl]-6-methylsulfanyl-pyrimidine-4-carboxylate